(R)-(1-(6-bromo-1H-indol-3-yl)propan-2-yl)carbamic acid tert-butyl ester C(C)(C)(C)OC(N[C@@H](CC1=CNC2=CC(=CC=C12)Br)C)=O